FC(C1=CC=C(O[C@H](C(=O)O)C)C=C1)(F)F (2S)-2-[4-(trifluoromethyl)phenoxy]propanoic acid